((2R,3R,4S,5R)-4-acetoxy-5-(2-amino-7-(3-methoxybenzyl)-8-oxo-7,8-dihydro-9H-purin-9-yl)-3-fluorotetrahydrofuran-2-yl)methylacetat C(C)(=O)O[C@@H]1[C@@H]([C@H](O[C@H]1N1C2=NC(=NC=C2N(C1=O)CC1=CC(=CC=C1)OC)N)COC(C)=O)F